N-(4-methylbenzyl)-2-oxo-6-(trifluoromethyl)-1,2-dihydropyridine-3-carboxamide CC1=CC=C(CNC(=O)C=2C(NC(=CC2)C(F)(F)F)=O)C=C1